5-chloro-4H-1,2,4-triazole-3-carboxylic acid ClC=1NC(=NN1)C(=O)O